2-((4-(3-(3-methoxyphenyl)-1H-pyrazol-1-yl)-6-morpholinopyrimidin-2-yl)amino)-1-phenylethan-1-ol COC=1C=C(C=CC1)C1=NN(C=C1)C1=NC(=NC(=C1)N1CCOCC1)NCC(O)C1=CC=CC=C1